C1(C=CC(N1CCCCCC(=O)O)=O)=O.C1(CCC(N1)=O)=O succinimide 6-(maleimido)hexanoate